5-(3-(9H-purin-6-yl)pyridin-2-ylamino)-2-fluoro-N-(3-(trifluoromethyl)phenyl)benzamide N1=CN=C2NC=NC2=C1C=1C(=NC=CC1)NC=1C=CC(=C(C(=O)NC2=CC(=CC=C2)C(F)(F)F)C1)F